N-(pyridin-3-yl)-1H-benzo[d]imidazol-5-amine N1=CC(=CC=C1)NC1=CC2=C(NC=N2)C=C1